C(#N)N(C#N)CCC N,N-dicyanoethylmethylamine